benzyl (5R,6S,7R)-6-(5-cyano-1-methyl-1H-indol-3-yl)-5-(4-(methoxycarbonyl) phenyl)-7-nitro-spiro[2.4]heptane-5-carboxylate C(#N)C=1C=C2C(=CN(C2=CC1)C)[C@H]1[C@@](CC2(CC2)[C@@H]1[N+](=O)[O-])(C(=O)OCC1=CC=CC=C1)C1=CC=C(C=C1)C(=O)OC